sodium 2-hexadecyl-ethanesulfonate C(CCCCCCCCCCCCCCC)CCS(=O)(=O)[O-].[Na+]